2-(2'-carboxyethyl)maleic anhydride C(=O)(O)CC/C=1/C(=O)OC(\C1)=O